oxa[4,7,10,14]tetraazacycloheptadecino[16,17-f]isoquinoline C1=NC=CC=NC=CN=CC=NC=COC=2C1=C1C=CN=CC1=CC2